(3-bromo-2-chlorophenyl)methylamine BrC=1C(=C(C=CC1)CN)Cl